(3S,4R)-4-(4,4-diethyl-2-imino-6-oxo-hexahydropyrimidin-1-yl)-N-[(3S,4R)-3-hydroxy-2,2-dimethyl-chroman-4-yl]-3-(methoxymethyl)chromane-6-carboxamide C(C)C1(NC(N(C(C1)=O)[C@@H]1[C@H](COC2=CC=C(C=C12)C(=O)N[C@H]1[C@@H](C(OC2=CC=CC=C12)(C)C)O)COC)=N)CC